hydroxy-(sulfino)-methane-sulfonic acid OC(S(=O)(=O)O)S(=O)O